(1S,3S)-3-({2-[5-({[(Cyclobutylmethyl)(methyl)carbamoyl]oxy}methyl)-1-methyl-1H-pyrazol-4-yl]-4-ethylpyrimidin-5-yl}oxy)cyclohexan C1(CCC1)CN(C(=O)OCC1=C(C=NN1C)C1=NC=C(C(=N1)CC)OC1CCCCC1)C